CC1(CNC1)C1=CC=CC=C1 3-methyl-3-phenyl-azetidine